CC1(CN=C(OC1)NC1=CC(=C(OC2=C3C(=NC=C2)N(C=C3C=3CC=NCC3)COCC[Si](C)(C)C)C(=C1)F)F)C 4-(4-(4-((5,5-Dimethyl-5,6-dihydro-4H-1,3-oxazin-2-yl)amino)-2,6-difluorophenoxy)-1-((2-(Trimethylsilyl)ethoxy)methyl)-1H-pyrrolo[2,3-b]pyridin-3-yl)-3,6-dihydropyridine